4-(2-(3-(3-oxa-8-azabicyclo[3.2.1]oct-8-yl)propoxy)-4-((1R,5S)-3,8-diazabicyclo[3.2.1]oct-3-yl)-5-methyl-5H-pyrrolo[3,2-d]pyrimidin-7-yl)naphthalene-2-ol formate salt C(=O)O.C12COCC(CC1)N2CCCOC=2N=C(C1=C(N2)C(=CN1C)C1=CC(=CC2=CC=CC=C12)O)N1C[C@H]2CC[C@@H](C1)N2